3-[3-(but-3-yn-1-yl)-3H-diazirin-3-yl]-N-[2-(2-{[2-(7-{[(3-fluoropyridin-2-yl)methyl]amino}-[1,3]thiazolo[5,4-d]pyrimidin-2-yl)ethyl]amino}ethyl)-1H-1,3-benzodiazol-5-yl]propanamide C(CC#C)C1(N=N1)CCC(=O)NC1=CC2=C(NC(=N2)CCNCCC=2SC=3N=CN=C(C3N2)NCC2=NC=CC=C2F)C=C1